7-Methyl-2-((7-methyl-[1,2,4]triazolo[1,5-a]pyridin-6-yl)amino)-9-(2-oxaspiro[3.3]hept-6-yl)-7,9-dihydro-8H-purin-8-one CN1C(N(C2=NC(=NC=C12)NC=1C(=CC=2N(C1)N=CN2)C)C2CC1(COC1)C2)=O